CCCCCC(C)OC(C)=O Hept-6-ylacetate